4-[6-[4-(4-Isopropylpiperazin-1-yl)phenyl]-1-methyl-2-(4-methylsulfonylphenyl)pyrrolo[3,2-c]pyridin-4-yl]morpholin C(C)(C)N1CCN(CC1)C1=CC=C(C=C1)C1=CC2=C(C(=N1)N1CCOCC1)C=C(N2C)C2=CC=C(C=C2)S(=O)(=O)C